2-(3-chloro-4-(2-fluoro-4-hydroxy-3-isopropylbenzyl)-5-isopropylphenoxy)-N,N-dimethylacetamide ClC=1C=C(OCC(=O)N(C)C)C=C(C1CC1=C(C(=C(C=C1)O)C(C)C)F)C(C)C